1-(7-(furan-3-yl)-4-morpholinopyrido[3,2-d]pyrimidin-2-yl)-3-m-tolyl-1H-pyrazol-5-ol O1C=C(C=C1)C1=CC=2N=C(N=C(C2N=C1)N1CCOCC1)N1N=C(C=C1O)C=1C=C(C=CC1)C